FC1=C(C=C(C=C1)\C=C(\C1=NC=C(N=C1)OCC#C)/F)[C@@]12N=C(SC[C@@H]1CNC2)N (4aR,7aS)-7a-(2-fluoro-5-((Z)-2-fluoro-2-(5-(prop-2-yn-1-yloxy)pyrazin-2-yl)vinyl)phenyl)-4,4a,5,6,7,7a-hexahydropyrrolo[3,4-d][1,3]thiazin-2-amine